C1(CC1)C1=C(C=NC2=CC=CN=C12)NC1=CC=C(C=C1)C(C)N(C(C)=O)C N-(1-(4-((4-cyclopropyl-1,5-naphthyridin-3-yl)amino)phenyl)ethyl)-N-methylacetamide